ClC=1C(=C(C#N)C=C(C1)N1CCC2=CC(=CC=C12)OCC1=NC(=NC=C1)Cl)OCCCl 3-chloro-2-(2-chloroethoxy)-5-(5-((2-chloropyrimidin-4-yl)methoxy)indolin-1-yl)benzonitrile